[N+](=O)([O-])C(CCCC(=O)OC)CCCCCCCCCCCC(=O)OC dimethyl 5-nitro-heptadecanedioate